1,2,4,5-benzenetetramine tetrahydrate hydrochloride Cl.O.O.O.O.C=1(C(=CC(=C(C1)N)N)N)N